5-(N-benzyl-N-phenethylsulfamoyl)-3-methylbenzofuran-2-carboxylic acid ethyl ester C(C)OC(=O)C=1OC2=C(C1C)C=C(C=C2)S(N(CCC2=CC=CC=C2)CC2=CC=CC=C2)(=O)=O